Cl.O=C1NN=C(C2=CC=CC=C12)C1=CC=C(CS(=O)(=O)N)C=C1 (4-(4-oxo-3,4-dihydro-phthalazin-1-yl)benzyl)sulphonamide hydrochloride